FC(C1=NN=C(O1)C1=CC=C(S1)CN1N=NC(=C1)C1=CC=C(C=C1)NC=1NCCN1)F N-[4-[1-[[5-[5-(difluoromethyl)-1,3,4-oxadiazol-2-yl]thiophen-2-yl]methyl]triazol-4-yl]phenyl]-4,5-dihydro-1H-imidazol-2-amine